ClC=1C=C(OC=2C=CC3=C(CN(S3)C)C2C)C=CC1F 5-(3-chloro-4-fluorophenoxy)-2,4-dimethylbenzo[d]isothiazole